ClC=1N=CC2=C(N1)N(C=C2C=2SC=CN2)[C@H]2[C@@H]([C@@H]([C@H](C2)CNCCCNCCC2=CC=CC=C2)O)O (1R,2S,3R,5R)-3-(2-Chloro-5-(thiazol-2-yl)-7H-pyrrolo[2,3-d]pyrimidin-7-yl)-5-(((3-(phenethylamino)propyl)amino)methyl)cyclopentane-1,2-diol